BrC1(C2=C(C=3C(=C(C(=C4C5=C(C(=C(C(=C5NC34)[2H])[2H])[2H])[2H])[2H])[2H])C2=C(C(=C1[2H])[2H])[2H])[2H])[2H] bromoindenocarbazole-d11